1-(4-Mercaptophenyl)ethan-1-on SC1=CC=C(C=C1)C(C)=O